[N+](=O)([O-])C1=C(C(=O)C=2C=C(NC2)C(=O)OC)C=CC=C1 methyl 4-(2-nitrobenzoyl)-1H-pyrrole-2-carboxylate